Cl.C(CCCCCCCCC)C1=CC=C(C=C1)NC(=O)N1C2CC2NCC1 N-(4-decylphenyl)-2,5-diazabicyclo[4.1.0]heptane-2-carboxamide hydrochloride